C1(CCC1)OC1=CC=C(C=C1)C1=NOC(=N1)C=1NC(=CN1)[N+](=O)[O-] 3-(4-Cyclobutoxyphenyl)-5-(5-nitro-1H-imidazol-2-yl)-1,2,4-oxadiazole